6-chloro-N-(2-chloro-3-fluorophenyl)-1H-indole-3-sulfonamide ClC1=CC=C2C(=CNC2=C1)S(=O)(=O)NC1=C(C(=CC=C1)F)Cl